IC=1C=C(C=CC1)C1=CC(=C(S1)C(=O)N[C@@H]1CNCCC1)NC(=O)N (S)-5-(3-iodophenyl)-N-(piperidin-3-yl)-3-ureidothiophene-2-carboxamide